7-(3-(methylcarbamoyl)-7-(trifluoromethyl)thieno[3,2-b]pyridin-5-yl)-2,7-diazaspiro[3.5]nonane-2-carboxylic acid cyclopropyl ester C1(CC1)OC(=O)N1CC2(C1)CCN(CC2)C2=CC(=C1C(=N2)C(=CS1)C(NC)=O)C(F)(F)F